(S)-6-chloro-2-(4-(2,5-difluorophenyl)-2-(3-fluoropyrrolidin-1-yl)pyridin-3-yl)-3H-imidazo[4,5-c]pyridine ClC1=CC2=C(C=N1)NC(=N2)C=2C(=NC=CC2C2=C(C=CC(=C2)F)F)N2C[C@H](CC2)F